C(C1=CC=CC=C1)SC1=CN=C(S1)C(C)(F)F 5-(benzylthio)-2-(1,1-difluoroethyl)thiazole